N-[1-[5-bromo-2-[5-(2,2,2-trifluoroethoxy)pyrimidin-2-yl]-1,2,4-triazol-3-yl]ethyl]-3-(difluoromethyl)-5-(trifluoromethyl)benzamide BrC=1N=C(N(N1)C1=NC=C(C=N1)OCC(F)(F)F)C(C)NC(C1=CC(=CC(=C1)C(F)(F)F)C(F)F)=O